ClC=1N=C(C2=C(N1)C=CO2)NCC2=CC(=C(C=C2)C=2N(C=C(N2)C(F)(F)F)C)OC 2-chloro-N-(3-methoxy-4-(1-methyl-4-(trifluoromethyl)-1H-imidazol-2-yl)benzyl)furo[3,2-d]pyrimidin-4-amine